Butyl 6-(1-(3-methylisoxazol-5-yl)cyclopropyl)quinoline-4-carboxylate CC1=NOC(=C1)C1(CC1)C=1C=C2C(=CC=NC2=CC1)C(=O)OCCCC